N-[(2-methoxypyrimidin-4-yl)methyl]-6-methyl-4-[(1-methylcyclopropyl)amino]furo[2,3-d]pyrimidine-5-carboxamide COC1=NC=CC(=N1)CNC(=O)C1=C(OC=2N=CN=C(C21)NC2(CC2)C)C